hydroxyl-normal octoxybenzophenone OC=1C(=C(C(=O)C2=CC=CC=C2)C=CC1)OCCCCCCCC